2,2'-[methylenedisulfonyl]diethanol ethyl-m-(8-chloro-1-hydroxy-1,2-dihydro-2,3,7-triaza-1-bora-2-naphthyl)benzoate C(C)C1=C(C(=O)OCCS(=O)(=O)CS(=O)(=O)CCO)C=CC=C1N1B(C2=C(N=CC=C2C=N1)Cl)O